COC([C@H](CC(C)C)N1C(C(=NC(=C1)Br)OC)=O)=O (S)-2-(5-bromo-3-methoxy-2-oxopyrazin-1(2H)-yl)-4-methylpentanoic acid methyl ester